1-Ethyl-3-(4-((4-(4-(trifluoromethyl)piperidin-1-yl)phenyl)amino)benzyl)urea C(C)NC(=O)NCC1=CC=C(C=C1)NC1=CC=C(C=C1)N1CCC(CC1)C(F)(F)F